(2R,3S)-3-((N,N-dimethylsulfamoyl)amino)-2-(((4-(3-hydroxyphenyl)cyclohexyl)oxy)methyl)pyrrolidin-1-carboxylate CN(S(=O)(=O)N[C@@H]1[C@@H](N(CC1)C(=O)[O-])COC1CCC(CC1)C1=CC(=CC=C1)O)C